N-Cbz-L-glutamic acid 5-tert-butyl ester C(C)(C)(C)OC(CC[C@H](NC(=O)OCC1=CC=CC=C1)C(=O)O)=O